(3S,4R)-4-(2,6-difluoro-4-methoxyphenyl)-3-({5-[2-(3,5-difluorophenyl)cyclopropyl]-1,3,4-oxadiazol-2-yl}amino)pyrrolidin-2-one FC1=C(C(=CC(=C1)OC)F)[C@H]1[C@@H](C(NC1)=O)NC=1OC(=NN1)C1C(C1)C1=CC(=CC(=C1)F)F